(2S,6R)-2,6-dimethyl-4-(3-phenylimidazo[1,2-b]pyridazin-6-yl)morpholine C[C@H]1CN(C[C@H](O1)C)C=1C=CC=2N(N1)C(=CN2)C2=CC=CC=C2